dimyristyl-1,16-hexadecylenedicarboxylic acid C(CCCCCCCCCCCCC)C(CCCCCCCCCCCCCCCC(=O)O)(C(=O)O)CCCCCCCCCCCCCC